C(C)(C)(C)OC(N(CC1=NN(C2=CC=C(C=C12)NC(C1=C(C=C(C=C1)I)N1CCC2(CC2)CC1)=O)C)CC(F)F)=O (2,2-Difluoroethyl)((5-(4-iodo-2-(6-azaspiro[2.5]oct-6-yl)benzamido)-1-methyl-1H-indazol-3-yl)methyl)carbamic acid tert-butyl ester